(4-chlorothiophene-2-yl)-5-(4-cyclohexylpiperazine-1-yl)thiazole-2-amine ClC=1C=C(SC1)C=1N=C(SC1N1CCN(CC1)C1CCCCC1)N